C1(=CC=CC=C1)C1=C(O[Al](C)C)C(=CC=C1)C1=CC=CC=C1 (2,6-diphenyl)phenoxydimethylaluminium